thiobis[3-(3,5-di-butyl-4-hydroxyphenyl) propionate] S(C(C(=O)[O-])CC1=CC(=C(C(=C1)CCCC)O)CCCC)C(C(=O)[O-])CC1=CC(=C(C(=C1)CCCC)O)CCCC